CC1=CC2=C(C3=CC=CC=C3C(=C2C=C1C)OC(C)=O)OC(C)=O 2,3-dimethyl-9,10-diacetoxyanthracene